ClC1=C2C(=NC=C1)N(N=C2I)C2COCCC2 4-chloro-3-iodo-1-(tetrahydro-2H-pyran-3-yl)-1H-pyrazolo[3,4-b]pyridine